O[C@@H]1[C@@H]([C@H]([C@@]2(OC3=C([C@@]21O)C(=CC(=C3)OC)OC)C3=CC=C(C=C3)O)C3=CC=CC=C3)C(=O)N (1R,2R,3S,3aR,8bS)-1,8b-dihydroxy-3a-(4-hydroxyphenyl)-6,8-dimethoxy-3-phenyl-2,3-dihydro-1H-cyclopenta[b]benzofuran-2-carboxamide